CN1C(=NC=C1C(C)N1CC=CC2=C(N=C(C=C12)N1CCOCC1)OC1CCC(CC1)NC1=NC=C(C=N1)C(F)(F)F)[N+](=O)[O-] N-[1-(3-methyl-2-nitro-imidazol-4-yl)ethyl]-7-morpholino-5-[4-[[5-(trifluoromethyl)pyrimidin-2-yl]amino]cyclohexoxy]-1,6-naphthyridine